Cl.NC1=CC=C(C=N1)C1=NC(=CC=C1)C(=O)NC=1C=C2C(=NC1C1CC1)N=C(O2)N2CCOCC2 6'-amino-N-(5-cyclopropyl-2-morpholinooxazolo[4,5-b]pyridin-6-yl)-[2,3'-bipyridine]-6-carboxamide hydrochloride